N1(N=NN=C1)C[C@H](C)OC1=C(C#N)C=CC(=C1)C=1C=NC(=NC1)NC=1C(=NN(C1)C1CCC(CC1)N1CCOCC1)OCC1=CC=NN1C 2-(((S)-1-(1H-tetrazol-1-yl)propan-2-yl)oxy)-4-(2-((3-((1-methyl-1H-pyrazol-5-yl)methoxy)-1-((1r,4r)-4-morpholinocyclohexyl)-1H-pyrazol-4-yl)amino)pyrimidin-5-yl)benzonitrile